2,9-dichloropentacene ClC1=CC2=CC3=CC4=CC5=CC=C(C=C5C=C4C=C3C=C2C=C1)Cl